Propylene Glycol Bis(Mercaptoacetate) SCC(=O)OCC(C)OC(CS)=O